ClC1=NC(=CC(=C1)C(=O)NC(C)C1=NC=CN=C1N1N=CC=N1)Cl 2,6-dichloro-N-[1-[3-(triazol-2-yl)pyrazin-2-yl]ethyl]pyridine-4-carboxamide